N-((S)-1-(((S)-1-cyano-2-((S)-2-oxopyrrolidin-3-yl)ethyl)amino)-4-fluoro-4-methyl-1-oxopentan-2-yl)-4-methoxy-1H-indole-2-carboxamide C(#N)[C@H](C[C@H]1C(NCC1)=O)NC([C@H](CC(C)(C)F)NC(=O)C=1NC2=CC=CC(=C2C1)OC)=O